bromo-N-phenyl-[1,1'-biphenyl]-4-amine BrC1=C(C=CC(=C1)NC1=CC=CC=C1)C1=CC=CC=C1